ammonium diphenylphosphinoacetate C1(=CC=CC=C1)P(C1=CC=CC=C1)CC(=O)[O-].[NH4+]